FC1([C@@H]2C[C@H](C[C@H](C1)N2)N(C=2N=CC(=NC2)C2=C(C=C(C(=C2)F)C2=CN=NC(=C2)OC)O)C)F 2-(5-(((1R,3S,5S)-6,6-difluoro-8-azabicyclo[3.2.1]octan-3-yl)(methyl)amino)pyrazin-2-yl)-4-fluoro-5-(6-methoxypyridazin-4-yl)phenol